(Z)-(S)-3-(5-(4-(6-(4-(1-(4-hydroxyphenyl)-2-phenylbut-1-en-1-yl)phenoxy)hexyl)piperazin-1-yl)-1-oxoisoindolin-2-yl)piperidine-2,6-dione OC1=CC=C(C=C1)/C(=C(\CC)/C1=CC=CC=C1)/C1=CC=C(OCCCCCCN2CCN(CC2)C=2C=C3CN(C(C3=CC2)=O)[C@@H]2C(NC(CC2)=O)=O)C=C1